C1(CCCCC1)C1=CC=C(C=C1)NC=1C2=C(N=C(N1)N1C[C@H](OCC1)C)N=CC(=C2)OC (R)-N-(4-cyclohexylphenyl)-6-methoxy-2-(2-methylmorpholino)pyrido[2,3-d]pyrimidin-4-amine